N-(5-(2-(((1r,4r)-4-(dimethylamino)cyclohexyl)amino)-8-isopropyl-7-oxo-7,8-dihydropyrido[2,3-d]pyrimidin-6-yl)-6-methylpyridin-2-yl)propane-1-sulfonamide CN(C1CCC(CC1)NC=1N=CC2=C(N1)N(C(C(=C2)C=2C=CC(=NC2C)NS(=O)(=O)CCC)=O)C(C)C)C